O1CC[C@@H](C2=CC=CC=C12)NC(=O)C=1C=NC2=C(N=CC(=C2C1N1CCOCC1)F)C1=C(C(=CC=C1)Cl)Cl N-[(4S)-chroman-4-yl]-8-(2,3-dichlorophenyl)-5-fluoro-4-(morpholin-4-yl)-1,7-naphthyridine-3-carboxamide